(3-((2,4-difluorobenzyl)sulfonyl)-5-morpholinophenyl)pyridin-3-amine FC1=C(CS(=O)(=O)C=2C=C(C=C(C2)N2CCOCC2)C2=NC=CC=C2N)C=CC(=C1)F